N-((S)-(7-((S)-1-(5,5-Difluoro-2-oxotetrahydropyrimidin-1(2H)-yl)-2-methoxyethyl)imidazo[1,2-b]pyridazin-2-yl)(4,4-difluorocyclohexyl)methyl)-4-methyl-1,2,5-oxadiazole-3-carboxamide FC1(CNC(N(C1)[C@H](COC)C1=CC=2N(N=C1)C=C(N2)[C@@H](NC(=O)C2=NON=C2C)C2CCC(CC2)(F)F)=O)F